C12C(CC(C=C1)C2)CCCCCCC2C1C=CC(C2)C1 1,6-di(bicyclo[2.2.1]hept-5-en-2-yl)hexane